C1(=CC=CC=C1)[C@@H](C)N[C@H]1[C@@H](CN(C1)C(=O)OC(C)(C)C)C(=O)OCC 1-(tert-butyl) 3-ethyl (3R,4S)-4-(((R)-1-phenylethyl)amino)pyrrolidine-1,3-dicarboxylate